N-(5-(((2S,4R)-4-((6-methoxypyrimidin-4-yl)oxy)-2-methylpyrrolidin-1-yl)methyl)thiazol-2-yl)acetamide-2,2,2-d3 COC1=CC(=NC=N1)O[C@@H]1C[C@@H](N(C1)CC1=CN=C(S1)NC(C([2H])([2H])[2H])=O)C